The molecule is an organophosphate oxoanion that is the conjugate base of aminomethylphosphonic acid, obtained by deprotonation of the phosphonic acid group and protonation of the amino group; major species at pH 7.3. It is a conjugate base of an (aminomethyl)phosphonic acid. C([NH3+])P(=O)([O-])[O-]